N,N-di-sec-butyl p-phenylenediamine (S)-tert-butyl 3-methyl-6-(2-((2R,4r,6S)-1,2,6-trimethylpiperidin-4-yl)benzo[d]thiazol-5-yl)-3,4-dihydropyridine-1(2H)-carboxylate C[C@@H]1CN(C(=CC1)C=1C=CC2=C(N=C(S2)C2C[C@H](N([C@H](C2)C)C)C)C1)C(=O)OC(C)(C)C.C(C)(CC)N(C1=CC=C(C=C1)N)C(C)CC